(1S,3R,5R)-N-(4-chloro-3-(2H-1,2,3-triazol-2-yl)phenyl)-3-methyl-1-((5-methyl-1,3,4-oxadiazol-2-yl)methyl)-6-azabicyclo[3.1.1]heptane-6-carboxamide ClC1=C(C=C(C=C1)NC(=O)N1[C@@H]2C[C@H](C[C@]1(C2)CC=2OC(=NN2)C)C)N2N=CC=N2